10-isocyanatodecyl-trimethoxysilane N(=C=O)CCCCCCCCCC[Si](OC)(OC)OC